O=C1C[C@@H]2C[C@@H]([C@H]1C2)C(=O)OC methyl (1r,2s,4s)-6-oxo-bicyclo[2.2.1]heptane-2-carboxylate